pyrrolo[2,1-b]thiazole-7-carboxamide S1C=2N(C=C1)C=CC2C(=O)N